FC=1C(=NC(=CC1)N1CCN(CC1)C)C(=O)O 3-fluoro-6-(4-methylpiperazin-1-yl)picolinic acid